[F-].C(C=C)[N+](CCO)(CCO)CC=C diallyldi(beta-hydroxyethyl)ammonium fluoride